CN(C1(CCC1)CNC=1C2=C(N=C(N1)OC[C@]13CCCN3C[C@@H](C1)F)C(=C(N=C2)C2=CC=CC1=CC=CC(=C21)C(F)(F)F)F)C N-((1-(dimethylamino)cyclobutyl)methyl)-8-fluoro-2-(((2R,7aS)-2-fluorotetrahydro-1H-pyrrolizin-7a(5H)-yl)methoxy)-7-(8-(trifluoromethyl)naphthalen-1-yl)pyrido[4,3-d]pyrimidin-4-amine